O-(tetrahydrofuran-3-yl)hydroxylamine C1COCC1ON